C1(=CC=CC=C1)C1N(C(OC12CC2)=O)C(C=CC2=C(C=CC=C2)OC(F)(F)F)=O 7-phenyl-6-(3-(2-(trifluoromethoxy)phenyl)acryloyl)-4-oxa-6-azaspiro[2.4]heptan-5-one